1,3-dibromo-5,5-dimethyl-imidazoline-2,4-dione BrN1C(N(C(C1(C)C)=O)Br)=O